BrC=1C=CC2=C(OCCCN3C2=NC(=C3)N3C(OC[C@H]3C(F)F)=O)C1 (S)-3-(10-bromo-6,7-dihydro-5H-benzo[b]imidazo[2,1-d][1,5]oxazocin-2-yl)-4-(difluoromethyl)oxazolidin-2-one